2-(2,4-Bis(trifluoromethyl)phenyl)-N-(4-fluorophenyl)-N-((5-(1-(methylsulfonylmethyl)-1H-pyrazol-4-yl)-1,3,4-oxadiazol-2-yl)methyl)acetamide FC(C1=C(C=CC(=C1)C(F)(F)F)CC(=O)N(CC=1OC(=NN1)C=1C=NN(C1)CS(=O)(=O)C)C1=CC=C(C=C1)F)(F)F